S1C(=NC2=C1C=CC=C2)C2=C(C=CC=C2Cl)NC(C2=CC=C(C=C2)C(F)(F)F)=O N-(2-(benzo[d]thiazol-2-yl)-3-chlorophenyl)-4-(trifluoromethyl)benzamide